N,1-diisopropyl-4-mesitylbenzothiazol-2-amine C(C)(C)NC=1S(C2=C(N1)C(=CC=C2)C2=C(C=C(C=C2C)C)C)C(C)C